N-(4-(4-(2-bromoethyl)piperazin-1-yl)-2-(piperidin-1-yl)phenyl)-5-cyanofuran-2-carboxamide BrCCN1CCN(CC1)C1=CC(=C(C=C1)NC(=O)C=1OC(=CC1)C#N)N1CCCCC1